NC(C(=O)O)(CCCCB(O)O)CCCN1C(CCC1)C1=CC(=C(C=C1)Cl)Cl 2-amino-6-borono-2-(3-(2-(3,4-dichlorophenyl)pyrrolidin-1-yl)propyl)hexanoic acid